FC([C@@H]1[C@H](C1)C=1C=2N(N=C(C1)C=1C(=NC(=NC1)OC)OC)C(=NC2)C(F)(F)F)F 4-((1S,2S)-2-(difluoromethyl)cyclopropyl)-2-(2,4-dimethoxypyrimidin-5-yl)-7-(trifluoromethyl)imidazo[1,5-b]pyridazine